3-(1-cyclopropyl-1H-1,2,4-triazol-3-yl)-2-methoxyaniline C1(CC1)N1N=C(N=C1)C=1C(=C(N)C=CC1)OC